5-{[4-(2-(methyl-2-pyridyl-Amino)-ethoxy)phenyl]methyl}-thiazolidine-2,4-dione CN(CCOC1=CC=C(C=C1)CC1C(NC(S1)=O)=O)C1=NC=CC=C1